ClC1=CC=C(C=C1)N1N=CC=C1C(=O)N p-chlorophenyl-1H-pyrazole-5-carboxamide